C(#N)C(C)OC(=O)C1(N=CC(=[N+]1C(=O)[O-])C(=O)[O-])C1=CC=CC=C1 1-cyanoethyl-2-phenylimidazoliumtricarbate